C1(C=CC=C1)[Ti](C1=C(C(=C(C=C1)F)N1C=CC=C1)F)(C1=C(C(=C(C=C1)F)N1C=CC=C1)F)C1C=CC=C1.[Ti] titanium (dicyclopentadienyl-bis[2,4-difluoro-3-(1-pyrrolyl)phenyl]titanium)